(3-(1-(4-amino-3-(3-fluoro-4-methoxyphenyl)-1H-pyrazolo[3,4-d]pyrimidin-1-yl)ethyl)phenyl)acrylamide NC1=C2C(=NC=N1)N(N=C2C2=CC(=C(C=C2)OC)F)C(C)C=2C=C(C=CC2)C(C(=O)N)=C